COC1=C(C=C(C=C1)N1CC(CC1)COC)S(=O)(=O)NC(=O)C1=NC2=CC=CC(=C2C=C1)N1N=CC=C1 N-((2-methoxy-5-(3-(methoxymethyl)pyrrolidin-1-yl)phenyl)sulfonyl)-5-(1H-pyrazol-1-yl)quinoline-2-carboxamide